1-(3-((2-((2-methyl-4-(piperazin-1-yl)phenyl)amino)-5-(trifluoromethyl)pyrimidin-4-yl)amino)propyl)piperidin-2-one CC1=C(C=CC(=C1)N1CCNCC1)NC1=NC=C(C(=N1)NCCCN1C(CCCC1)=O)C(F)(F)F